CO[C@H]1CN(CC1)CC1=CC(=NC=C1)NC=1SC2=C(N1)C=CC(=C2)C2=CC=NC=C2 (R)-N-(4-((3-methoxy-pyrrolidin-1-yl)methyl)-pyridin-2-yl)-6-(pyridin-4-yl)benzo[d]thiazol-2-amine